N-(2-(dimethylamino)ethyl)-1-(2-(p-tolyl)-2H-pyrazolo[3,4-d]pyridazin-7-yl)piperidine-3-carboxamide CN(CCNC(=O)C1CN(CCC1)C1=NN=CC=2C1=NN(C2)C2=CC=C(C=C2)C)C